O[C@@H](CC)[C@@H]1[C@@H]2CC[C@H](CN1C(=O)OCC1=CC=CC=C1)N2C(=O)OC(C)(C)C 3-benzyl 8-(t-butyl) (1S,2S,5R)-2-((S)-1-hydroxypropyl)-3,8-diazabicyclo[3.2.1]octane-3,8-dicarboxylate